7-((tert-butoxycarbonyl)amino)heptanic acid C(C)(C)(C)OC(=O)NCCCCCCC(=O)O